((((4-acetamidophenoxy)carbonyl)oxy)methyl)-3-(dimethylcarbamoyl)pyridine C(C)(=O)NC1=CC=C(OC(=O)OCC2=NC=CC=C2C(N(C)C)=O)C=C1